butyl isooctyl phosphate P(=O)(OCCCC)(OCCCCCC(C)C)[O-]